OC1=C(C=C(C=C1COC)C(C)(C1=CC(=C(C(=C1)COC)O)COC)C1=CC=C(C=C1)C(C)(C)C1=CC(=C(C(=C1)COC)O)COC)COC 4-[1-[4-[1,1-bis[4-hydroxy-3,5-bis(methoxymethyl)phenyl]ethyl]phenyl]-1-methylethyl]-2,6-bis(methoxymethyl)phenol